BrC1=C(C(=NC=C1)/N=C/NO)OC (E)-N'-(4-bromo-3-methoxypyridin-2-yl)-N-hydroxymethanimidamide